CC=1N(C2=CC=C(C=C2C1)C(C(=O)N)=C)C1=CC=C(C=C1)C(F)(F)F (2-methyl-1-(4-(trifluoromethyl)phenyl)-1H-indol-5-yl)acrylamide